(R)-1-(1-((S)-1-(5-fluoropentyl)pyrrolidin-3-yl)-6-(benzenesulfonyl)-1,6-dihydroimidazo[4,5-d]Pyrrolo[2,3-b]Pyridin-2-yl)ethanol FCCCCCN1C[C@H](CC1)N1C(=NC=2C1=C1C(=NC2)N(C=C1)S(=O)(=O)C1=CC=CC=C1)[C@@H](C)O